(benzylamino)-4,4-difluorocyclopentanol C(C1=CC=CC=C1)NC1(CCC(C1)(F)F)O